N=1NC=C2CCC3=C(C12)C=C(O3)C(=O)[O-] 4,5-dihydro-2H-furo[2,3-g]indazole-7-carboxylate